2-(3-((tert-butoxycarbonyl)(methyl)amino)azetidin-1-yl)-5-((2-(trimethylsilyl)ethoxy)methyl)-5H-pyrrolo[2,3-b]pyrazine-7-carboxylic acid C(C)(C)(C)OC(=O)N(C1CN(C1)C=1N=C2C(=NC1)N(C=C2C(=O)O)COCC[Si](C)(C)C)C